1-methyl-4-[4-methyl-4-(5-methyl-1,3-benzoxazol-2-yl)piperidin-1-yl]-7-(oxetan-3-yl)-2-oxo-1,2-dihydroquinoline-3-carbonitrile CN1C(C(=C(C2=CC=C(C=C12)C1COC1)N1CCC(CC1)(C=1OC2=C(N1)C=C(C=C2)C)C)C#N)=O